TriMethylSilyl borate B(O[Si](C)(C)C)([O-])[O-]